COC1=CC=C(C=N1)C1=CC(=CC=2CNS(OC21)(=O)=O)F 8-(6-methoxypyridin-3-yl)-6-fluoro-3,4-dihydrobenzo[e][1,2,3]oxathiazine 2,2-dioxide